C(N)(OC1(CN(CCC1)C=1C=NC(=CC1CC=1C=NN2C1N=CN=C2N(CC2=C(C=C(C=C2)OC)OC)CC2=C(C=C(C=C2)OC)OC)C2=CC(=C(C=C2)F)F)C2=NC=CC=C2)=O (1-(4-((4-(bis(2,4-dimethoxybenzyl) amino) pyrazolo[1,5-a][1,3,5]triazin-8-yl) methyl)-6-(3,4-difluorophenyl) pyridin-3-yl)-3-(pyridin-2-yl) piperidin-3-yl) carbamate